((2,6-dichlorophenyl)imino)(methyl)((6-(5-(trifluoromethyl)-1,2,4-oxadiazol-3-yl)imidazo[1,2-a]pyridin-2-yl)methyl)-λ6-sulfanone ClC1=C(C(=CC=C1)Cl)N=S(=O)(CC=1N=C2N(C=C(C=C2)C2=NOC(=N2)C(F)(F)F)C1)C